CN(C)C(C1=CC=CC=C1)CCCCCCCC N,N-dimethyl-octyl-benzyl-amine